6'-(2-(1-(2,2-Difluoroethyl)-1H-pyrazol-4-yl)pyrimidin-4-yl)-N4'-((1s,4s)-4-fluorocyclohexyl)-5-((1-methylpiperidin-4-yl)oxy)-[2,3'-bipyridine]-4',6'-diamine FC(CN1N=CC(=C1)C1=NC=CC(=N1)C1(C=C(C(=CN1)C1=NC=C(C=C1)OC1CCN(CC1)C)NC1CCC(CC1)F)N)F